(1R,3S)-3-(5-((2-(((S)-4-amino-3,3-difluoropentyl-1,1-d2)oxy)pyridin-4-yl)amino)-1-(tert-butyl)-1H-pyrazol-3-yl)cyclopentyl (4-nitrophenyl) carbonate C(O[C@H]1C[C@H](CC1)C1=NN(C(=C1)NC1=CC(=NC=C1)OC(CC([C@H](C)N)(F)F)([2H])[2H])C(C)(C)C)(OC1=CC=C(C=C1)[N+](=O)[O-])=O